ClC1=CC=C2C(=C(N(C2=C1)C=1C=NN(C1)CCC)C#N)SC=1C=C(C(=O)O)C=CC1 3-((6-chloro-2-cyano-1-(1-propyl-1H-pyrazol-4-yl)-1H-indol-3-yl)thio)benzoic acid